4-(6-hydroxyhexyloxy)cinnamic acid ethyl ester C(C)OC(C=CC1=CC=C(C=C1)OCCCCCCO)=O